NC1=NC=2C=CC(=CC2C2=C1[C@H](OC2)C)C(=O)N(CC2=NC=C(C=C2)C(F)(F)F)[C@H](C)[C@@H](C)O (3R)-4-amino-N-((2R,3R)-3-hydroxy-2-butanyl)-3-methyl-N-((5-(trifluoromethyl)-2-pyridinyl)methyl)-1,3-dihydrofuro[3,4-c]quinoline-8-carboxamide